CN(C(N(CC(C)C)C)=NC)C tetramethyl-isobutyl-guanidine